tert-butyl 2-[1-(5-bromo-3-fluoro-2-pyridyl)-4-piperidyl]acetate BrC=1C=C(C(=NC1)N1CCC(CC1)CC(=O)OC(C)(C)C)F